2,2'-Azobis[2-methylpropionamidin] dihydrochloride Cl.Cl.N(=NC(C(=N)N)(C)C)C(C(=N)N)(C)C